Cl.ClC1=C2N=C(C=NC2=CC=C1C1=CNC2=NC(=CN=C21)N2[C@H]1[C@H]([C@H](C[C@@H]2CC1)N)F)OC (1R,2S,3S,5S)-8-[7-(5-chloro-3-methoxyquinoxalin-6-yl)-5H-pyrrolo[2,3-b]pyrazin-3-yl]-2-fluoro-8-azabicyclo[3.2.1]octan-3-amine, hydrochloride